terephthalic acid bis(n-butylamine) salt C(CCC)N.C(CCC)N.C(C1=CC=C(C(=O)O)C=C1)(=O)O